allyloxystyrene tert-butyl-3-methyl-5-(5-(trifluoromethyl)pyridin-2-yl)-2,3-dihydro-4H-1,4-oxazine-4-carboxylate C(C)(C)(C)OC(=O)N1C(COC=C1C1=NC=C(C=C1)C(F)(F)F)C.C(C=C)OC=CC1=CC=CC=C1